methyl 2-(4-cyano-2-methoxy-phenoxy)-5-(trifluoromethyl)pyridine-3-carboxylate C(#N)C1=CC(=C(OC2=NC=C(C=C2C(=O)OC)C(F)(F)F)C=C1)OC